4-methylethyl-(phenylmethyl)phosphinic acid CC1=CC=C(C=C1)CP(O)(=O)CC